C(C)(C)(C)OC(=O)N[C@H]([C@@H](C)OCC1=CC=C(C=C1)CC1CC(C1)CC(=O)O)CCC(N)=O (3-[[4-([[(2R,3S)-3-[(tert-butoxycarbonyl)amino]-5-carbamoylpentan-2-yl]oxy]methyl)phenyl]methyl]cyclobutyl)acetic acid